C(CC(C(CC)C#N)C#N)C#N 1,3,4-hexanetricarbonitrile